4-{5-[5-fluoro-6-(2-methoxyethoxy)-1H-indazol-3-yl]-1,2-oxazol-3-yl}-N,N-dimethylbenzamide FC=1C=C2C(=NNC2=CC1OCCOC)C1=CC(=NO1)C1=CC=C(C(=O)N(C)C)C=C1